C(C)(=O)SCC(=O)N[C@H]1CN(CC1)C(=O)OCCCC butyl (R)-3-(2-(acetylthio)acetamido)-pyrrolidine-1-carboxylate